2-(4-tert-Butylphenyl)-4,6-difluoro-1H-benzo[d]imidazole C(C)(C)(C)C1=CC=C(C=C1)C1=NC2=C(N1)C=C(C=C2F)F